OC1=C(C(=O)OCCCCCCCCCC)C=CC=C1 decyl 2-hydroxybenzoate